C(C)OC(CF)=O Fluoroacetic acid ethyl ester